FC(C1=NN=C(O1)C1=CC(N(C=C1)CCC1=CC=CC=C1)=O)F 4-(5-(difluoromethyl)-1,3,4-oxadiazol-2-yl)-1-phenethylpyridin-2(1H)-one